C(C)OC(=O)N1CC2(C1)CC(CC2)N2CCN(CC2)C2=NC=CC=C2C=2C=NC(=CC2)OC 6-[4-(6'-methoxy-3,3'-bipyridin-2-yl)piperazin-1-yl]-2-azaspiro[3.4]octane-2-carboxylic acid ethyl ester